methylheptyl isostearate (Methylheptyl Isostearate) CC(C(=O)O)(CCCCCCCCCCCCCC(C)C)CCCCCCC.C(CCCCCCCCCCCCCCC(C)C)(=O)OC(CCCCCC)C